COC1=C(C(=CC=C1)OCC1CCNCC1)C1=CC(=NN1)NC=1N=CC(=NC1)C#N 5-((5-(2-methoxy-6-(piperidin-4-ylmethoxy)phenyl)-1H-pyrazol-3-yl)amino)pyrazine-2-carbonitrile